calcium magnesium methane di(methylphosphinate) CP([O-])=O.CP([O-])=O.C.[Mg+2].[Ca+2]